3-iodo-1-tosyl-1H-pyrrolo[2,3-c]pyridine IC1=CN(C2=CN=CC=C21)S(=O)(=O)C2=CC=C(C)C=C2